FC(C1(CC(C1)(F)F)C=1C=C(C=CC1)N1C(C2=CC=CC(=C2C1)C(F)(F)F)=O)(C1=NN=CN1C)F 2-(3-(1-(difluoro(4-methyl-4H-1,2,4-triazol-3-yl)methyl)-3,3-difluorocyclobutyl)phenyl)-4-(trifluoromethyl)isoindolin-1-one